5-bromo-1-((tetrahydro-2H-pyran-4-yl)methyl)-1H-pyrazole-3-carboxylic acid methyl ester COC(=O)C1=NN(C(=C1)Br)CC1CCOCC1